5-(2-aminopiperazin-1-yl)-3-methyl-2,3-dihydro-1,4-benzodioxine NC1N(CCNC1)C1=CC=CC=2OCC(OC21)C